(R,E)-2-cyano-N-(1-(3,4-dimethoxyphenyl)ethyl)-3-(5-(1-isobutyl-1H-pyrazol-4-yl)-1H-pyrrolo[2,3-b]pyridin-3-yl)acrylamide C(#N)/C(/C(=O)N[C@H](C)C1=CC(=C(C=C1)OC)OC)=C\C1=CNC2=NC=C(C=C21)C=2C=NN(C2)CC(C)C